COC=O.COC1=C(C=CC=C1)NN (2-methoxy)phenylhydrazine methyl-formate